rac-N-{(6S,7S)-7-[([1,1'-biphenyl]-3-yl)methyl]-2-methyl-4,5,6,7-tetrahydro-2H-indazol-6-yl}methanesulfonamide C1(=CC(=CC=C1)C[C@H]1[C@H](CCC2=CN(N=C12)C)NS(=O)(=O)C)C1=CC=CC=C1 |r|